NCCCCCCCCCCC(=O)N 11-aminoundecanamid